(R)-2-hexyl-N-((1S,2S)-1-hydroxy-1-phenylpropan-2-yl)-N-methyldecanoamide C(CCCCC)[C@@H](C(=O)N(C)[C@H]([C@H](C1=CC=CC=C1)O)C)CCCCCCCC